[Si](C)(C)(C(C)(C)C)OC1CCN(CC1)C1=C(C=C2C(=N1)N=C(S2)N2CCOCC2)N 5-(4-((tert-butyldimethylsilyl)oxy)piperidin-1-yl)-2-morpholinothiazolo[4,5-b]pyridin-6-amine